NC1=NC=NN2C1=C(N=C2[C@H](C(F)(F)F)C)C2=C(C=C(CC=1C(=C(C(=O)N)C=C(C1)F)OC)C=C2F)OCC (4-(4-amino-7-((R)-1,1,1-trifluoropropan-2-yl)imidazo[5,1-f][1,2,4]triazin-5-yl)-3-ethoxy-5-fluorobenzyl)-5-fluoro-2-methoxybenzamide